[4-[8-chloro-7-[2-methyl-3-(2-trimethylsilylethoxymethyl)benzimidazol-5-yl]oxy-quinoxalin-2-yl]-3-methyl-pyrazol-1-yl]piperidine-1-carboxylic acid tert-butyl ester C(C)(C)(C)OC(=O)N1C(CCCC1)N1N=C(C(=C1)C1=NC2=C(C(=CC=C2N=C1)OC1=CC2=C(N=C(N2COCC[Si](C)(C)C)C)C=C1)Cl)C